2-Acetyl-6-(ethylsulfonyl)-N-(4-(perfluoropropan-2-yl)phenyl)-1,2,3,4-tetrahydroisoquinoline-1-carboxamide C(C)(=O)N1C(C2=CC=C(C=C2CC1)S(=O)(=O)CC)C(=O)NC1=CC=C(C=C1)C(C(F)(F)F)(C(F)(F)F)F